COC=1C=C(C=CC1NCC#CC=1N(C2=CC=CC(=C2C1)NC1CCOCC1)CC(F)(F)F)S(=O)(=O)N1CCN(CC1)C(C)=O 1-(4-{3-methoxy-4-[(3-{4-[(oxan-4-yl)amino]-1-(2,2,2-trifluoroethyl)-1H-indol-2-yl}prop-2-yn-1-yl)amino]benzenesulfonyl}piperazin-1-yl)ethan-1-one